(R)-1-(1-benzylpyrrolidine-3-yl)-3-(3-chlorophenyl)urea C(C1=CC=CC=C1)N1C[C@@H](CC1)NC(=O)NC1=CC(=CC=C1)Cl